BrC1=C(C(=CC(=N1)N(CC1=CC=C(C=C1)OC)CC1=CC=C(C=C1)OC)C)C(F)(F)F 6-bromo-N,N-bis[(4-methoxyphenyl)methyl]-4-methyl-5-(trifluoromethyl)pyridin-2-amine